6,4,6-trimethylbenzoylphenylphosphonic acid ethyl ester C(C)OP(O)(=O)C1=C(C=CC=C1)C(C1C=CC(=CC1(C)C)C)=O